2-((2-((4-(aminomethyl)phenyl)amino)-5-(Trifluoromethyl)pyrimidin-4-yl)amino)-N-methylbenzamide NCC1=CC=C(C=C1)NC1=NC=C(C(=N1)NC1=C(C(=O)NC)C=CC=C1)C(F)(F)F